CC1=CSC2=C1N=NC=C2NCC2=CSC=C2 7-methyl-N-[(thiophen-3-yl)methyl]thieno[3,2-c]pyridazin-4-amine